C1=CC=C(C=2SC3=C(C21)C=CC=C3)C3=CC=CC=2C(C=C(OC23)N2CCOCC2)=O 8-(4-dibenzothienyl)-2-(4-morpholinyl)-4H-1-benzopyran-4-one